hydroxy-6-methoxynicotinimidamide OC1=C(C(N)=N)C=CC(=N1)OC